COC(=O)C=1N([C@H](SC1)C(C)(C)C)C=O methyl-(R)-2-(tert-butyl)-3-formyl-2,3-dihydrothiazole-4-carboxylate